tridecyl-2-nitroiodobenzene C(CCCCCCCCCCCC)C=1C(=C(C=CC1)I)[N+](=O)[O-]